OC1=CC(OC=2C3=C4C(CCCN4C(C12)=O)=CC=C3)=O 8-hydroxy-5,6-dihydro-4H-11-oxa-6a-azabenzo[de]anthracene-7,10-dione